(E)-bis(4-hydroxy-2,6-dimethylphenyl)oxamide OC1=CC(=C(C(=C1)C)NC(C(NC1=C(C=C(C=C1C)O)C)=O)=O)C